FC([C@@](C(=O)Cl)(C)OCCOCCOC)(F)F (R)-3,3,3-trifluoro-2-(2-(2-methoxyethoxy)ethoxy)-2-methylpropanoyl chloride